BrC1=C(C(=C(C(=C1)OC)CC(CC)NC(OC(C)(C)C)=O)F)OC tert-butyl (1-(4-bromo-2-fluoro-3,6-dimethoxyphenyl)butan-2-yl)carbamate